1-(4-(5-fluoropyridin-2-yl)piperazin-1-yl)-4-(quinolin-5-yl)butan-1-one FC=1C=CC(=NC1)N1CCN(CC1)C(CCCC1=C2C=CC=NC2=CC=C1)=O